Br[Si](C1=CC=CC=C1)(C1=CC=CC=C1)Br 1,1'-(Dibromosilylene)bis[benzene]